FC(OCCOCC=1N=NN(C1)C12CC(C1)(C2)N)(F)F 3-(4-{[2-(trifluoromethoxy)ethoxy]methyl}-1H-1,2,3-triazol-1-yl)bicyclo[1.1.1]pentan-1-amine